ClC1=NC=CC=C1Br 2-chloro-3-bromopyridine